C(C)(C)(C)OC(=O)NCCCN(CCCCCCCC(=O)O)CCCCCCCC(=O)O 8,8'-((3-((tert-butoxycarbonyl)amino)propyl)azanediyl)dioctanoic acid